3-Nitro-4-AminoPyridine [N+](=O)([O-])C=1C=NC=CC1N